3-amino-5-chlorobenzonitrile NC=1C=C(C#N)C=C(C1)Cl